ethyl (S)-2-cyclopropyl-5-(2,4-difluorophenyl)-3,4-dihydro-2H-pyrano[2,3-b]pyridine-7-carboxylate C1(CC1)[C@@H]1CCC=2C(=NC(=CC2C2=C(C=C(C=C2)F)F)C(=O)OCC)O1